OCCN1CCN(CC1)CCS(=O)(=O)[O-] 4-(2-hydroxyethyl)-1-piperazineethane-sulfonate